CC1=C(C(=C2C=CC=CC2=C1)N)N methyl-naphthalenediamine